N12CCN=C2NCC1 1,4,6-triazabicyclo[3.3.0]oct-4-ene